2-(2-methyl-1,3-benzoxazol-6-yl)-7-(4-methylpiperazin-1-yl)-4H-quinolizin-4-one CC=1OC2=C(N1)C=CC(=C2)C=2C=C1C=CC(=CN1C(C2)=O)N2CCN(CC2)C